FC(C(=O)[O-])F 2,2-difluoro-acetate